[Ti+4].CC1(N=NC(=C1)C)C(=O)[O-].CC1(N=NC(=C1)C)C(=O)[O-].C[N-]C.C[N-]C Bis(dimethylamide) bis(3,5-dimethylpyrazolate) titanium